C(C1=CC=CC=C1)OC(=O)N1[C@@H](CCC1)C=1NC(C(=CN1)O)=O (S)-2-(1-((BENZYLOXY)CARBONYL)PYRROLIDIN-2-YL)-5-HYDROXY-6-OXO-1,6-DIHYDROPYRIMIDINE